7-cyclobutyl-2,5-dimethoxyquinoline-3-carboxylic acid C1(CCC1)C1=CC(=C2C=C(C(=NC2=C1)OC)C(=O)O)OC